(3,5-dibromo-4-((4-oxo-3,4-dihydrophthalazin-1-yl)oxy)phenyl)-3,5-dioxo-2,3,4,5-tetrahydro-1,2,4-triazine-6-carbonitrile BrC=1C=C(C=C(C1OC1=NNC(C2=CC=CC=C12)=O)Br)N1N=C(C(NC1=O)=O)C#N